5-(Ethoxymethyl)-1,2,3-trimethoxybenzene C(C)OCC=1C=C(C(=C(C1)OC)OC)OC